dilinoleoyl-choline C(CCCCCCC\C=C/C\C=C/CCCCC)(=O)C(O)(C[N+](C)(C)C)C(CCCCCCC\C=C/C\C=C/CCCCC)=O